2-((1S,2R)-1-(2-chloro-5-fluorophenyl)-1-(5,6-dimethylpyrazin-2-yl)propan-2-yl)-5-hydroxy-N-(isoxazol-4-yl)-1-methyl-6-oxo-1,6-dihydropyrimidine-4-carboxamide ClC1=C(C=C(C=C1)F)[C@H]([C@@H](C)C=1N(C(C(=C(N1)C(=O)NC=1C=NOC1)O)=O)C)C1=NC(=C(N=C1)C)C